The molecule is a diacylglycerol 34:0 in which the acyl groups specified at positions 1 and 2 are hexadecanoyl and octadecanoyl respectively. It is a 1,2-diacyl-sn-glycerol and a DG(18:0/16:0). It derives from a hexadecanoic acid and an octadecanoic acid. CCCCCCCCCCCCCCCCCC(=O)O[C@@H](CO)COC(=O)CCCCCCCCCCCCCCC